4-(3-bromo-2-oxopropyl)piperidine-1-carboxylic acid tert-butyl ester C(C)(C)(C)OC(=O)N1CCC(CC1)CC(CBr)=O